2-(4-methylthiazole-2-carbonyl)-2,6-diazaspiro[3.3]heptan CC=1N=C(SC1)C(=O)N1CC2(C1)CNC2